N-[(1R,3s,5S)-1,5-Dimethyl-8-azabicyclo[3.2.1]octan-3-yl]-N-methyl-5-[5-(2-methyl-1H-imidazol-1-yl)pyrazin-2-yl][1,3]thiazolo[5,4-d][1,3]thiazol-2-amin C[C@]12CC(C[C@](CC1)(N2)C)N(C=2SC=1N=C(SC1N2)C2=NC=C(N=C2)N2C(=NC=C2)C)C